NCC(O)C1=CC=CC=C1 2-amino-1-phenylethan-1-ol